BrC=1C(=NC=CC1)CC1N(C(C2=CC=CC=C12)=O)CC1CC2=C(NC(O2)=O)CC1 6-((1-((3-bromopyridin-2-yl)methyl)-3-oxoisoindolin-2-yl)methyl)-4,5,6,7-tetrahydrobenzo[d]oxazol-2(3H)-one